ClC1=CC=C(C=N1)NC1=NC=CC2=CC(=CC=C12)OCC1COC1 N-(6-chloropyridin-3-yl)-6-(oxetan-3-ylmethoxy)isoquinolin-1-amine